ClC=1C=C2C(=NN1)NC[C@@]1(N2C[C@@H](C1)OC1=NC(=C(C(=N1)C)C(=O)OCC)C)C Ethyl 2-(((6aR,8R)-2-Chloro-6a-methyl-5,6,6a,7,8,9-hexahydropyrrolo[1',2':4,5]pyrazino[2,3-c]pyridazin-8-yl)oxy)-4,6-dimethylpyrimidine-5-carboxylate